C(C1=CC=CC=C1)N1C[C@@H](N([C@@H](C1)C)C(C(C)C)=O)C(=O)NCC1=CC=C(C=C1)C=1OC=CC1 cis-4-benzyl-N-(4-(furan-2-yl)benzyl)-1-isobutyryl-6-methylpiperazine-2-carboxamide